ClC=1C=NC(=NC1)N1CCC(CC1)CCCOC1=CC(=C(C(=C1)F)CC(=O)N1CC(C1)CC(=O)O)F 2-[1-[2-[4-[3-[1-(5-chloropyrimidin-2-yl)-4-piperidyl]propoxy]-2,6-difluoro-phenyl]acetyl]azetidin-3-yl]acetic acid